N2-(2-Methoxy-4-(4-methylpiperazin-1-yl)phenyl)-N4-(quinolin-6-yl)pyridine-2,4-diamine COC1=C(C=CC(=C1)N1CCN(CC1)C)NC1=NC=CC(=C1)NC=1C=C2C=CC=NC2=CC1